N-(4-(3-(2-aminopyrimidin-4-yl)-4-hydroxyphenoxy)-3-fluorophenyl)-1-(4-fluorophenyl)-6-(Hydroxymethyl)-2-oxo-1,2-dihydropyridine-3-carboxamide NC1=NC=CC(=N1)C=1C=C(OC2=C(C=C(C=C2)NC(=O)C=2C(N(C(=CC2)CO)C2=CC=C(C=C2)F)=O)F)C=CC1O